5'-(3-(4,5,6,7-Tetrahydro-[1,2,3]triazolo[1,5-a]pyrazin-3-yl)phenyl)-1',2'-dihydrospiro[cyclopropane-1,3'-pyrrolo[2,3-b]pyridine] N1=NC(=C2N1CCNC2)C=2C=C(C=CC2)C=2C=C1C(=NC2)NCC12CC2